C=1(C(=CC=CC1)C(=O)C=1C=C(C(=O)O)C=CC1)C m-toluoyl-benzoic acid